Caesium propionat C(CC)(=O)[O-].[Cs+]